ClC=1C=C(C=CC1)[C@@H]1[C@H](C1)C(=O)NC(C)C=1N=NN(C1)CC=1N=C2N(C=C(C=C2)C2CC2)C1 |r| rac-(1S*,2S*)-2-(3-chlorophenyl)-N-(1-(1-((6-cyclopropylimidazo[1,2-a]pyridin-2-yl)methyl)-1H-1,2,3-triazol-4-yl)ethyl)cyclopropane-1-carboxamide